C1(=C(C=CC=C1)N(C1=CC=2C(C3=CC=CC=C3C2C=C1)(C)C)C=1C=C(C=C(C1)C1=CC(=CC(=C1)C(C)(C)C)C(C)(C)C)C1=CC(=CC(=C1)C(C)(C)C)C(C)(C)C)C1=CC=CC=C1 N-(biphenyl-2-yl)-N-(3,3'',5,5''-tetra-t-butyl-1,1':3',1''-terphenyl-5'-yl)-9,9-dimethyl-9H-fluoren-2-amine